Tetracosanoic acid, methyl ester C(CCCCCCCCCCCCCCCCCCCCCCC)(=O)OC